[1,3-bis(2,6-di-4-heptylphenyl)imidazol-2-ylidene](3-chloropyridyl)palladium(II) CCCC(CCC)C1=C(C(=CC=C1)C(CCC)CCC)N1C(N(C=C1)C1=C(C=CC=C1C(CCC)CCC)C(CCC)CCC)=[Pd-]C1=NC=CC=C1Cl